C1(CCCCC1)C=1OC=CN1 2-Cyclohexyloxazol